ClC=1C=C(C=CC1C#N)C1=NN(C=C1)C[C@H](C)N1N=C(C=C1C(C)O)C(=O)N ((S)-1-(3-(3-chloro-4-cyanophenyl)-1H-pyrazol-1-yl)-propan-2-yl)-5-(1-hydroxyethyl)-1H-pyrazole-3-carboxamide